COC1=CC=C(C=C1)[C@@H](C(=O)NC1=CC=C(C=C1)OC)NC(=O)[C@H]1N(CCC1)C(COC1=CC=CC=C1)=O (S)-N-((S)-1-(4-methoxyphenyl)-2-((4-methoxyphenyl)amino)-2-oxoethyl)-1-(2-phenoxyacetyl)pyrrolidine-2-carboxamide